Cl.FC1=CC=C(C=C1)C=1C=C2C(=NC=NC2=C(C1)OCC(=O)O)NCC1CCN(CC1)C 2-((6-(4-fluorophenyl)-4-(((1-methylpiperidin-4-yl)methyl)amino)quinazolin-8-yl)oxy)acetic acid hydrochloride